NC1=C(SC2=NC(=C(C=C21)F)C)C(=O)NC2CC=1C=CC(=NC1CC2)N2CC1(CCCO1)C(C2)N 3-amino-N-(2-{9-amino-1-oxa-7-azaspiro[4.4]nonan-7-yl}-5,6,7,8-tetrahydroquinolin-6-yl)-5-fluoro-6-methylthieno[2,3-b]pyridine-2-carboxamide